5-(((2S,5S)-4-(3,3-difluoro-2,2-dimethylpropanoyl)-2,3,4,5-tetrahydro-2,5-methanopyrido[3,4-f][1,4]oxazepin-9-yl)ethynyl)nicotinonitrile FC(C(C(=O)N1C[C@H]2OC3=C([C@@H]1C2)C=NC=C3C#CC=3C=NC=C(C#N)C3)(C)C)F